4-[5-(6-fluoro-4-methyl-1H-indole-2-carbonyl)-4H,5H,6H,7H-pyrazolo[1,5-a]pyrazine-3-carbonyl]-4-azaspiro[2.5]octan-7-ol FC1=CC(=C2C=C(NC2=C1)C(=O)N1CC=2N(CC1)N=CC2C(=O)N2C1(CC1)CC(CC2)O)C